tert-butyl 4-[(1R)-1-(5-chloro-2-pyridyl)propyl]-4-hydroxy-piperidine-1-carboxylate ClC=1C=CC(=NC1)[C@@H](CC)C1(CCN(CC1)C(=O)OC(C)(C)C)O